1-(pyridin-3-yl)piperidine-4-carboxylic acid N1=CC(=CC=C1)N1CCC(CC1)C(=O)O